ClC=1C=C(C=CC1)C(OC(=O)N[C@@H](CC(C)C)C(=O)OC)C1(CC1)C1=CC(=CC=C1)Cl methyl (((3-chlorophenyl)(1-(3-chlorophenyl)cyclopropyl)methoxy)carbonyl)-L-leucinate